O=C1N(C=NC2=CC=CC=C12)C1=C(C#N)C=CC=C1 4-oxoquinazolin-3(4H)-yl-benzonitrile